C(C=C)C(C(=O)[O-])OC1CCCCC1 allylcyclohexyloxyacetate